CN1N=CC(=N1)C1=CC=C(C=C1)C1=C2C=C(N=CC2=C(N=C1)NC)NC(=O)C1CC1 N-(5-(4-(2-methyl-2H-1,2,3-triazol-4-yl)phenyl)-8-(methylamino)-2,7-naphthyridin-3-yl)cyclopropanecarboxamide